O=S1(CCN(CC1)C1CN(C1)C(=O)C1=C(C=CC=C1)/C=C/C(=O)NO)=O (E)-3-(2-(3-(1,1-dioxidothiomorpholino)azetidine-1-carbonyl)phenyl)-N-hydroxyacrylamide